OC=1C=CC=2[C@H]3CC[C@@]4([C@](CC[C@H]4[C@@H]3CCC2C1)(O)CCN(C(OC(C)(C)C)=O)C1CCNCC1)C tert-butyl (2-((8R,9S,13S,14S,17R)-3,17-dihydroxy-13-methyl-7,8,9,11,12,13,14,15,16,17-decahydro-6H-cyclopenta[a]phenanthren-17-yl)ethyl)(piperidin-4-yl)carbamate